4-Chloro-2'-hydroxy-4',6'-dimethylchalcone ClC1=CC=C(C=C1)\C=C\C(=O)C1=C(C=C(C=C1C)C)O